C(C1=CC=CC=C1)N1[C@@H](CC[C@@H]1C(N(C)[C@H](C(=O)OC(C)(C)C)C(C)C)=O)C(=O)O (2S,5R)-1-benzyl-5-(((S)-1-(tert-butoxy)-3-methyl-1-oxobutan-2-yl)(methyl)carbamoyl)pyrrolidine-2-carboxylic acid